N-Vinylthiazole C(=C)N1CSC=C1